ethyl ((1-(1-(4-(propan-2-ylidene)cyclohexyl) piperidin-4-yl)-3-(pyrrolidin-1-ylmethyl)-1H-pyrrolo[2,3-b]pyridin-2-yl)methyl)carbamate CC(C)=C1CCC(CC1)N1CCC(CC1)N1C(=C(C=2C1=NC=CC2)CN2CCCC2)CNC(OCC)=O